(3s,5s)-5-(3-(3-phenylpropyl)-1,2,4-oxadiazol-5-yl)pyrrolidine-3-carbonitrile C1(=CC=CC=C1)CCCC1=NOC(=N1)[C@@H]1C[C@@H](CN1)C#N